NC1=CC=C(C(=N1)F)C1=CN=C(N1)C1CCC2N1C(CN(C2=O)C2=C(C=CC(=C2)Cl)N2N=NN=C2)=O 6-(5-(6-Amino-2-fluoropyridin-3-yl)-1H-imidazol-2-yl)-2-(5-chloro-2-(1H-tetrazol-1-yl)phenyl)hexahydropyrrolo[1,2-a]pyrazine-1,4-dione